ClC1=NC(=CC=C1C(=O)OC(C)(C)C)N1N=C(C=C1)OCC(C1CC1)C1CC1 tert-butyl 2-chloro-6-[3-(2,2-dicyclopropylethoxy)pyrazol-1-yl]pyridine-3-carboxylate